3-(2-(5-Fluoro-1-(4-methoxybenzyl)piperidin-2-yl)benzyl)-2-thioxo-1,2,3,7-tetrahydro-6H-purin-6-one FC1CCC(N(C1)CC1=CC=C(C=C1)OC)C1=C(CN2C(NC(C=3NC=NC23)=O)=S)C=CC=C1